ClC1=C(C=C(C=C1)NC(=O)C1OCCOC1)C(NC1=NC=C(C=C1C)C#CC1=CC=C(C=C1)F)=O N-[4-chloro-3-[[5-[2-(4-fluorophenyl)ethynyl]-3-methyl-2-pyridyl]carbamoyl]phenyl]-1,4-dioxane-2-carboxamide